2,3,4,5,6-pentafluorophenyl 7-chloro-2,4-dimethyl-2-[4-{[3-(trifluoromethyl)oxetan-3-yl]amino} cyclohexyl]-2H-1,3-benzodioxole-5-carboxylate ClC1=CC(=C(C2=C1OC(O2)(C2CCC(CC2)NC2(COC2)C(F)(F)F)C)C)C(=O)OC2=C(C(=C(C(=C2F)F)F)F)F